5-methyl-2-(4-cyanophenyl)-2,4-dihydro-pyrazol CC=1CCN(N1)C1=CC=C(C=C1)C#N